Cl.NC1=CC=C(C=N1)N1C[C@H](CCC1)N(CC1=CC(=NC=C1)C)CC1=CN(C2=CC=CC=C2C1=O)CCOC 3-({[(3S)-1-(6-aminopyridin-3-yl)piperidin-3-yl][(2-methylpyridin-4-yl)methyl]amino}methyl)-1-(2-methoxyethyl)-1,4-dihydroquinolin-4-one hydrochloride